3-Ethyl-2-pentylpyridine C(C)C=1C(=NC=CC1)CCCCC